FC(C(=O)O)(OC1=CC(=CC=C1)F)F 2,2-difluoro-2-(3-fluorophenoxy)acetic acid